2-(6-(((1R,2R,3S,5S)-2-fluoro-8-azabicyclo[3.2.1]octan-3-yl)(methyl)amino)-1,2,4-triazin-3-yl)-5-(1H-imidazol-1-yl)phenol F[C@@H]1[C@H]2CC[C@@H](C[C@@H]1N(C1=CN=C(N=N1)C1=C(C=C(C=C1)N1C=NC=C1)O)C)N2